FC1=C(C=C(C=C1C[C@@H]1N(CC2(CC2)[C@@H]1NS(=O)(=O)CF)C(=O)N1CC(C1)OC)F)C1=CC=CC=C1 N-((6S,7S)-6-((2,5-difluoro-[1,1'-biphenyl]-3-yl)methyl)-5-(3-methoxyazetidine-1-carbonyl)-5-azaspiro[2.4]heptan-7-yl)-1-fluoromethanesulfonamide